N-(4-{[6-(5-chloro-2-fluorophenyl)-3-[(2-hydroxy-ethyl)sulfanyl]pyridazin-4-yl]-amino}pyridin-2-yl)-3-{5-methyl-5,8-diazaspiro[3.5]-nonan-8-yl}cyclobutane-1-carboxamide ClC=1C=CC(=C(C1)C1=CC(=C(N=N1)SCCO)NC1=CC(=NC=C1)NC(=O)C1CC(C1)N1CCN(C2(CCC2)C1)C)F